((((7-(2-(aminomethyl) pyridin-4-yl) benzofuran-2,5-diyl) bis(methylene)) bis(oxy)) bis(2,1-phenylene)) diacetate C(C)(=O)OC1=C(C=CC=C1)OCC=1OC2=C(C1)C=C(C=C2C2=CC(=NC=C2)CN)COC2=C(C=CC=C2)OC(C)=O